C(C)N1N=CC2=CC=C(C=C12)C(CC(C(=O)OCC)=O)=O Ethyl 4-(1-ethyl-1H-indazol-6-yl)-2,4-dioxobutanoate